4-methyl-1-(4-methoxyphenyl)imidazole CC=1N=CN(C1)C1=CC=C(C=C1)OC